C(C)C1=C(C(=CC=C1)CC)NC(=O)C1=NN(C2=C1CCC=1C=NC(=NC21)NC2=C(C=C(C=C2)C(NC2CCN(CC2)C)=O)OC(F)(F)F)C N-(2,6-diethylphenyl)-1-methyl-8-[4-[(1-methyl-4-piperidinyl)carbamoyl]-2-(trifluoromethoxy)anilino]-4,5-dihydropyrazolo[4,3-h]quinazoline-3-carboxamide